α-naphthalenesulfonic acid, magnesium salt [Mg+2].C1(=CC=CC2=CC=CC=C12)S(=O)(=O)[O-].C1(=CC=CC2=CC=CC=C12)S(=O)(=O)[O-]